C(C)C=1C(C2=CC=CC(=C2C(C1)=O)Cl)=O 2-ethyl-5-chloro-1,4-naphthoquinone